3-(acetylthio)-3-methylbutyl-beta-alanine C(C)(=O)SC(CCNCCC(=O)O)(C)C